CC1(CCN(CC1)C1=C(C=CC(=C1)N1CCOCC1)C=1C(=NC(=NC1)F)C(=O)N)C (2-(4,4-Dimethylpiperidin-1-yl)-4-morpholinophenyl)-2-fluoropyrimidine-4-carboxamide